(Z)-5-Undecenyl acetate C(C)(=O)OCCCC\C=C/CCCCC